O1CC(=C(C(=C1)CC(=O)[O-])CC(=O)[O-])CC(=O)[O-] 2H-pyran-3,4,5-triyltriacetate